C(C)(C)(C)N(C(CN1C(C2=CC(=CC=C2C1)C1=NC(=NC=C1F)NC1CCOCC1)=O)=O)C N-tert-butyl-2-(6-{5-fluoro-2-[(oxan-4-yl)amino]pyrimidin-4-yl}-1-oxo-2,3-dihydro-1H-isoindol-2-yl)-N-methyl-acetamide